dodecylbenzenesulfonic acid triethylamine salt C(C)N(CC)CC.C(CCCCCCCCCCC)C1=C(C=CC=C1)S(=O)(=O)O